9,10-difluoro-3-methyl-6-((((2-methylpyridin-4-yl)methyl)((S)-1-(pyrazin-2-yl)piperidin-3-yl)amino)methyl)-2H-[1,4]oxazino[2,3,4-ij]quinolin-7(3H)-one FC=1C=C2C(C(=CN3C2=C(C1F)OCC3C)CN([C@@H]3CN(CCC3)C3=NC=CN=C3)CC3=CC(=NC=C3)C)=O